C(C1=CC=CC=C1)N1N=CC=C1B1OC(C(O1)(C)C)(C)C 1-benzyl-5-(4,4,5,5-tetramethyl-1,3,2-dioxaborolan-2-yl)pyrazole